7-(3-chloro-2-methylphenyl)-2-(3-(dimethylamino)-3-methylazetidin-1-yl)-3-nitro-8-oxo-6-(trifluoromethyl)-7,8-dihydro-1,7-naphthyridin ClC=1C(=C(C=CC1)N1C(=CC=2C=C(C(=NC2C1=O)N1CC(C1)(C)N(C)C)[N+](=O)[O-])C(F)(F)F)C